O1COC2=C1C=CC(=C2)N(C(=O)C=2C=C(C=CC2)N2N=C(C1=C2CC2CCC1N2C(=O)OC(C)(C)C)C(F)(F)F)C tert-butyl 1-(3-(benzo[d][1,3]dioxol-5-yl(methyl)carbamoyl)phenyl)-3-(trifluoromethyl)-1,4,5,6,7,8-hexahydro-4,7-epiminocyclohepta[c]pyrazole-9-carboxylate